C(=C)C(C(C(C(C(C(C(C(C=C)(F)F)(F)F)(F)F)(F)F)(F)F)(F)F)(F)F)(F)F 1,8-divinylperfluorooctane